1-chloroheptadecan-9-yl 8-((2-hydroxyethyl)(8-(nonyloxy)-8-oxooctyl)amino)octanoate OCCN(CCCCCCCC(=O)OC(CCCCCCCCCl)CCCCCCCC)CCCCCCCC(=O)OCCCCCCCCC